C(C)OC(CC1C(CN(CC1)C(=O)OC(C)(C)C)=O)=O tert-butyl 4-(2-ethoxy-2-oxoethyl)-3-oxopiperidine-1-carboxylate